((8-fluoroquinoxalin-6-yl)methyl)-4-(3-(methylamino)pyrrolidin-1-yl)pyridin-3-amine FC=1C=C(C=C2N=CC=NC12)CC1=NC=CC(=C1N)N1CC(CC1)NC